COC1=C(C=C(C=C1)OC)C1OC(=C(C1=O)OS(=O)(=O)CC1=CC=CC=C1)N 2-(2,5-dimethoxyphenyl)-4-[[phenylmethylsulfonyl]oxy]-5-amino-3(2H)-furanone